CN1C[C@@H](CCC1)NC=1N=NC(=C2C1C=NC=C2)C=2C=CC(=C(C#N)C2)OC(F)(F)F (R)-5-(4-((1-methylpiperidin-3-yl)amino)pyrido[3,4-d]pyridazin-1-yl)-2-(trifluoromethoxy)benzonitrile